N1C[C@H](C(=O)O)CCC1 (R)-Nipecotic acid